N4-((1-hydroxycyclohexyl)methyl)-N2-(3-(methylsulfonamido)phenyl)thiophene-2,4-dicarboxamide OC1(CCCCC1)CNC(=O)C=1C=C(SC1)C(=O)NC1=CC(=CC=C1)NS(=O)(=O)C